NC=1C2=C(N(N=C2C=C2C1C(NC2=O)C2=C(C=CC(=C2)Cl)F)C)C#N 4-amino-5-(5-chloro-2-fluorophenyl)-2-methyl-7-oxo-6,7-dihydro-5H-pyrrolo[4,3-f]indazole-3-carbonitrile